C1(CCO1)=O.[Zn] zinc propiolactone